4-(2,6-difluoro-4-methoxyphenyl)-N-(2-methoxy-6-nitrophenyl)-1,3-dimethyl-1H-pyrazol-5-amine FC1=C(C(=CC(=C1)OC)F)C=1C(=NN(C1NC1=C(C=CC=C1[N+](=O)[O-])OC)C)C